FC1=C(C=C(C(=C1)N)F)C=1C(=C(C(=O)N)C=CC1C(=O)N)C1=C(C=C(C(=C1)F)N)F bis(2,5-difluoro-4-aminophenyl)terephthalamide